CC=1C=C(C=CC1[C@@H]1CC[C@H](CC1)CCCCC)Br 3-methyl-4-(trans-4'-pentylcyclohexyl)bromobenzene